[(2R)-2-[3-(benzyloxymethyl)-2,4-dioxo-pyrimidin-1-yl]-2-[(1S)-1-(hydroxymethyl)-1-(p-tolylsulfonyloxymethyl)-2-triisopropylsilyloxy-ethoxy]ethyl] 4-methylbenzenesulfonate CC1=CC=C(C=C1)S(=O)(=O)OC[C@@H](O[C@@](CO[Si](C(C)C)(C(C)C)C(C)C)(COS(=O)(=O)C1=CC=C(C=C1)C)CO)N1C(N(C(C=C1)=O)COCC1=CC=CC=C1)=O